SC1=C(C=2C(=C3C(=C4C=5C=CC=CC5CC24)C=CC=C3)C=C1)S dimercaptodibenzofluorene